C(CCCCC)[C@@H](C(=O)O)CCCCCCCC |r| (±)-2-hexyldecanoic acid